Tert-Butyl 3-[({1-[(cyclohexylmethyl)carbamoyl]-1-hydroxybutan-2-yl}amino)methyl]-azetidine-1-carboxylate C1(CCCCC1)CNC(=O)C(C(CC)NCC1CN(C1)C(=O)OC(C)(C)C)O